N1=CN=C2N=CNC2=C1S(=O)O 7H-purine-6-sulfinic acid